S(=O)(=O)(O)OC1=C(C(=CC(=C1)C=1C=NC2=CC=CC=C2C1)OS(=O)(=O)O)C(C)C 2-isopropyl-5-(quInolin-3-yl)-1,3-phenylene bis(hydrogen sulfate)